1-Myristoyl-2-hydroxy-sn-glycero-3-phosphocholine C(CCCCCCCCCCCCC)(=O)OC[C@@H](OO)COP(=O)([O-])OCC[N+](C)(C)C